2-(4-fluorophenyl)-3-(1H-pyrazolo[3,4-b]pyridin-4-yl)-5,6,7,8-tetrahydropyrazolo[5,1-b][1,3]oxaazepine FC1=CC=C(C=C1)C1=NN2C(OCCCC2)=C1C1=C2C(=NC=C1)NN=C2